1-(2-(1H-imidazol-4-yl)-ethyl)piperidine-2,6-dione N1C=NC(=C1)CCN1C(CCCC1=O)=O